COC1=CC=C(CN2N=C(C(=C2C)[N+](=O)[O-])C(=O)OCC)C=C1 ethyl 1-(4-methoxybenzyl)-5-methyl-4-nitro-1H-pyrazole-3-carboxylate